ClC=1C(=CC(=C(C1)NC(C1=CC=C(C=C1)OC)=O)C)C(C#N)C1=CC=C(C=C1)Cl N-(5-chloro-4-((4-chlorophenyl)(cyano)methyl)-2-methylphenyl)-4-methoxybenzamide